(S)-2-(4-amino-1H-pyrazol-1-yl)-5-(3-hydroxy-2,6-dimethylphenyl)-1H-pyrrolo[2,3-b]pyridine-4-carbonitrile NC=1C=NN(C1)C1=CC2=C(N=CC(=C2C#N)C2=C(C(=CC=C2C)O)C)N1